(1S,2S)-2-fluoro-N-(3-(3-fluoro-2-methoxyphenyl)-1-((2-(trimethylsilyl)ethoxy)methyl)-1H-pyrazolo[3,4-b]pyridin-6-yl)cyclopropane-1-carboxamide F[C@@H]1[C@@H](C1)C(=O)NC1=CC=C2C(=N1)N(N=C2C2=C(C(=CC=C2)F)OC)COCC[Si](C)(C)C